(1R,3R,5R)-N-((R)-(4-chloro-2,5-difluorophenyl)(cyclopropyl)methyl)-2-azabicyclo[3.1.0]hexane-3-carboxamide hydrochloride Cl.ClC1=CC(=C(C=C1F)[C@H](NC(=O)[C@@H]1N[C@@H]2C[C@@H]2C1)C1CC1)F